C1(CC1)N1N=CC(=C1)NC1=NC=C(C(=N1)C1=CC=C(C=C1)NCC1(CC1)C#N)C (((4-(2-((1-cyclopropyl-1H-pyrazol-4-yl)amino)-5-methylpyrimidin-4-yl)phenyl)amino)methyl)cyclopropanecarbonitrile